FC(C)(OC1=CC=C(CNC(=O)[C@@H]2N([C@@H](CN(C2)S(=O)(=O)C2=CC=CC=C2)C)C(C(C)C)=O)C=C1)F (2R,6R)-N-(4-(1,1-difluoroethoxy)benzyl)-1-isobutyryl-6-methyl-4-(phenylsulfonyl)piperazine-2-carboxamide